NC=1C(N(C=CC1)C1CC1)=O 3-amino-1-cyclopropylpyridin-2(1H)-one